O=C(CC(=O)OC\C=C(/C)\CCC=C(C)C)C geranyl beta-ketobutyrate